FC1=C(C=CC=C1CC1N(CC2(CC2)C1NS(=O)(=O)C)C(C(C)(F)F)=O)C1=CC(=CC=C1)F N-(6-((2,3'-difluoro-[1,1'-biphenyl]-3-yl)methyl)-5-(2,2-difluoropropanoyl)-5-azaspiro[2.4]heptan-7-yl)methanesulfonamide